2-fluoro-N-(5-methoxy-6-(4-methylpyridin-3-yl)benzo[d]thiazol-2-yl)cyclopropane-1-carboxamide FC1C(C1)C(=O)NC=1SC2=C(N1)C=C(C(=C2)C=2C=NC=CC2C)OC